O1C(=CC=C1)C=C1COC(OC1)(C)C 5-(furan-2-ylmethylene)-2,2-dimethyl-1,3-dioxane